C(C)(=O)C=1C=C(C=C2C(C(=C(OC12)SCC)C)=O)C 8-acetyl-2-ethylthio-3,6-dimethyl-chromen-4-one